FC1=C(C=C(C(=C1F)C)C=1C=C(C=2N(C1)C=CN2)N2CCOCC2)NC(OC(C)(C)C)=O tert-butyl N-{2,3-difluoro-4-methyl-5-[8-(morpholin-4-yl)imidazo[1,2-a]pyridin-6-yl]phenyl}carbamate